3-(5-((4-(2-(1H-pyrrol-2-yl)benzyl)piperazin-1-yl)methyl)-1-oxoisoindolin-2-yl)piperidine-2,6-dione N1C(=CC=C1)C1=C(CN2CCN(CC2)CC=2C=C3CN(C(C3=CC2)=O)C2C(NC(CC2)=O)=O)C=CC=C1